OC(C=1N=NN(C1)C1CC2(COC1)C(NC1=CC=CC=C12)=O)C1=CC=CC=C1 5'-(4-(hydroxy(phenyl)methyl)-1H-1,2,3-triazol-1-yl)-2',4',5',6'-tetrahydrospiro[indoline-3,3'-pyran]-2-one